CC1=CC=CC(=N1)C1=NC=CC(=N1)NC1=NC(=NC=C1)NC1=CC=C(C=C1)N1C(CNCC1)CC(=O)OCC ethyl 2-[1-[4-[[4-[[2-(6-methyl-2-pyridyl)pyrimidin-4-yl]amino]pyrimidin-2-yl]amino]phenyl]piperazin-2-yl]acetate